C(C)(=O)NC1=C(C(=O)NC=2OC(=CN2)C)C=CC=C1 2-acetamido-N-(5-methyloxazol-2-yl)benzamide